N-((1R,2S)-2-Aminocyclohexyl)-5-(2-methyl-4-phenoxyphenyl)-4-oxo-4,5-dihydro-3H-1-thia-3,5,8-triazaacenaphthylene-2-carboxamide N[C@@H]1[C@@H](CCCC1)NC(=O)C=1SC=2N=CC=C3N(C(NC1C23)=O)C2=C(C=C(C=C2)OC2=CC=CC=C2)C